NC1=C2C(=NC=N1)N(N=C2C2=CC=C(C=C2)OC2=CC=CC=C2)[C@H]2CN(CCC2)C(CCCCCCSC2=CC(=C1C(N(C(C1=C2)=O)C2C(NC(CC2)=O)=O)=O)F)=O 6-((7-((R)-3-(4-amino-3-(4-phenoxyphenyl)-1H-pyrazolo[3,4-d]pyrimidin-1-yl)piperidin-1-yl)-7-oxoheptyl)thio)-2-(2,6-dioxopiperidin-3-yl)-4-fluoroisoindoline-1,3-dione